ClCC1=CN=CN1C 5-(chloromethyl)-1-methyl-imidazole